2-(3-Phenyl-1H-pyrazol-4-yl)-2,3-dihydro-1H-quinazolin-4-one C1(=CC=CC=C1)C1=NNC=C1C1NC2=CC=CC=C2C(N1)=O